2-Bromo-5-ethylpyrazine BrC1=NC=C(N=C1)CC